C(C(C)C)P(CO)(CO)=O isobutylbis(hydroxymethyl)phosphine oxide